3-methyl-2,3-dihydrophenanthrene CC1CC=C2C=CC3=CC=CC=C3C2=C1